1-(4-(4-(6-(2-hydroxypropan-2-yl)pyridazin-3-yl)benzyl)phenyl)-5-methyl-1H-pyrazole-3-carboxamide OC(C)(C)C1=CC=C(N=N1)C1=CC=C(CC2=CC=C(C=C2)N2N=C(C=C2C)C(=O)N)C=C1